mono-fluoroindanone FC1C(C2=CC=CC=C2C1)=O